(1H-pyrazol-3-yl)-N4-(2-(pyridazin-3-yl)ethyl)quinoline-2,4-diamine N1N=C(C=C1)C=1C(=NC2=CC=CC=C2C1NCCC=1N=NC=CC1)N